((4-cyclopropyl-6-((3'-(4-cyclopropyl-5-((ethylamino)methyl)picolinamido)-2,2'-dimethyl-[1,1'-biphenyl]-3-yl)carbamoyl)pyridin-3-yl)methyl)-D-serine C1(CC1)C1=C(C=NC(=C1)C(NC=1C(=C(C=CC1)C1=C(C(=CC=C1)NC(C1=NC=C(C(=C1)C1CC1)CNCC)=O)C)C)=O)CN[C@H](CO)C(=O)O